N1=CC(=CC=C1)C=1SC=C(N1)C1=CC=C(C=C1)O 4-(2-(pyridine-3-yl)thiazole-4-yl)phenol